7-chloro-N-cyclopropyl-N-methyl-2-(methylsulfanyl)pyrido[4,3-d]pyrimidin-5-amine ClC1=CC=2N=C(N=CC2C(=N1)N(C)C1CC1)SC